C(C)[Si](OC(C)=O)(OC(C)=O)OC(C)=O ethyl-tris(acetoxy)silane